C1(CC1)C=1N=CN(C1)C1=CC=C(C=C1)N1C(N(CC1)C1=NC(=CC=C1)C1=NN=CN1C(C)C)=O 1-(4-(4-cyclopropyl-1H-imidazol-1-yl)phenyl)-3-(6-(4-isopropyl-4H-1,2,4-triazol-3-yl)pyridin-2-yl)imidazolidin-2-one